N-(9-((3aR,4R,6R,6aR)-6-(hydroxymethyl)-2,2-dimethyltetrahydrofuro[3,4-d][1,3]dioxol-4-yl)-6-oxo-6,9-dihydro-1H-purin-2-yl)isobutyramide OC[C@H]1O[C@H]([C@H]2[C@@H]1OC(O2)(C)C)N2C=1N=C(NC(C1N=C2)=O)NC(C(C)C)=O